2-bromomethyl-5-chloro-4-nitrobenzoic acid methyl ester COC(C1=C(C=C(C(=C1)Cl)[N+](=O)[O-])CBr)=O